[phenyl (benzoxy-L-alaninyl)] Phosphate P(=O)(OC([C@@H](N(OCC1=CC=CC=C1)C1=CC=CC=C1)C)=O)([O-])[O-]